FC(CC(C1=CC=CC=C1)C1=C(NC2=CC=CC=C12)C=1C=C(C=CC1)S(=O)(=O)F)(F)F 3-(3-(3,3,3-trifluoro-1-phenylpropyl)-1H-indol-2-yl)benzenesulfonyl fluoride